C(OCCCCC)=O oxaheptanal